ClC1=C(C=CC=C1OC)NC=1C=C2C(=NC1C)N(N=C2)C=2C=C(SC2)C(=O)NC2COC2 4-(5-((2-chloro-3-methoxyphenyl)amino)-6-methyl-1H-pyrazolo[3,4-b]pyridin-1-yl)-N-(oxetan-3-yl)thiophene-2-carboxamide